BrC=1C(=C2C=NN(C2=C(C1)C1CC1)C)F 5-bromo-7-cyclopropyl-4-fluoro-1-methyl-1H-indazole